(E)-6-(3-(cyclopropylmethoxy)-4-(difluoromethoxy)phenethyl)pyrazine-2-carboxylic acid C1(CC1)COC=1C=C(CCC2=CN=CC(=N2)C(=O)O)C=CC1OC(F)F